4-benzenediacetyl chloride C1(=CC=C(C=C1)CC(=O)Cl)CC(=O)Cl